CS(=O)(=O)OC[C@@]12[C@@H]([C@H]([C@@H]3OC(O[C@@H]31)(C)C)N3C1=NC(=NC(=C1N=C3)NC(C3CCCCC3)C3CCCCC3)Cl)C2 ((3aR,3bR,4aS,5R,5aS)-5-(2-Chloro 6-((dicyclohexylmethyl)amino) 9H-purin-9-yl)-2,2-dimethyltetrahydrocyclopropa[3,4]cyclopenta[1,2-d][1,3]dioxol-3b(3aH)-yl)methyl methanesulfonate